COC1=NN(C=C1NC1=NC=C(C(=N1)C1=CNC2=C(C=CC=C12)NC(=O)[C@@H]1N(CCC1)C1CCN(CC1)C)C)C (R)-N-(3-(2-((3-methoxy-1-methyl-1H-pyrazol-4-yl)amino)-5-methylpyrimidin-4-yl)-1H-indol-7-yl)-1-(1-methylpiperidin-4-yl)pyrrolidine-2-carboxamide